tin tributoxide [O-]CCCC.[O-]CCCC.[O-]CCCC.[Sn+3]